N-(4-((3-chloro-2-fluorophenyl)amino)-7-((1,3-dimethylpiperidin-3-yl)ethynyl)quinazolin-6-yl)acrylamide ClC=1C(=C(C=CC1)NC1=NC=NC2=CC(=C(C=C12)NC(C=C)=O)C#CC1(CN(CCC1)C)C)F